ethyl 2-chloro-2-phenyl-cyclopropanecarboxylate ClC1(C(C1)C(=O)OCC)C1=CC=CC=C1